C(#N)C1=C(OC2=CC=C3N=CC(=NC3=C2)C2COC3(C2)CCN(CC3)C(=O)[O-])C(=CC=C1F)F 3-[7-(2-cyano-3,6-difluoro-phenoxy)quinoxalin-2-yl]-1-oxa-8-azaspiro[4.5]decane-8-carboxylate